cyanoethoxydiisopropylaminophosphinyl-(R)-3-amino-1,2-propanediol C(#N)CCO[C@@](C(CN)O)(O)P(=O)N(C(C)C)C(C)C